Cl.[N+](=O)([O-])C1=CC=C(CON)C=C1 O-(4-nitrobenzyl)hydroxyl-amine hydrochloride